NC1=NC(=NC(=C1)C1CC1)C=1C(N(N(C1)COCC[Si](C)(C)C)C)=O 4-(4-amino-6-cyclopropylpyrimidin-2-yl)-2-methyl-1-((2-(trimethylsilyl)ethoxy)methyl)-1,2-dihydro-3H-pyrazol-3-one